FC(COC=1C=C(C2=NN(C(C(=C2N1)C1=CC=C(C=C1)OC(F)F)=O)C1=CC2=CN(N=C2C=C1)C)C(F)F)F 6-(2,2-difluoroethoxy)-4-(4-(difluoromethoxy)phenyl)-8-(difluoromethyl)-2-(2-methyl-2H-indazol-5-yl)pyrido[3,2-c]pyridazin-3(2H)-one